N-(4,4-difluoro-1-methoxy-2-methylbutan-2-yl)-2-methyl-5-[(pyridin-2-yl)methoxy]-2H-indazole-3-carboxamide FC(CC(COC)(C)NC(=O)C=1N(N=C2C=CC(=CC12)OCC1=NC=CC=C1)C)F